(R)-6-(((1-(3-fluoropyridin-2-yl)ethyl)amino)methyl)pyridazine-3-carbonitrile FC=1C(=NC=CC1)[C@@H](C)NCC1=CC=C(N=N1)C#N